6,7-dimethyl-5,6,7,8-tetrahydropteridine CC1NC=2C=NC=NC2NC1C